ClC1=C(OC=2C(=CC(=C(C2)NC(OCC)=O)F)C#N)C=CC=C1 Ethyl [5-(2-chlorophenoxy)-4-cyano-2-fluorophenyl]carbamate